methoxysulphonate tert-butyl-N-[5-[[2-[(2R,5S)-2-(1,3-Benzothiazol-5-yl)-5-methyl-1-piperidyl]-2-oxo-acetyl]amino]-3-ethyl-2-pyridyl]carbamate C(C)(C)(C)OC(NC1=NC=C(C=C1CC)NC(C(=O)N1[C@H](CC[C@@H](C1)C)C=1C=CC2=C(N=CS2)C1)=O)=O.COS(=O)(=O)O